N1=C(C=CC=C1)[C@H](C)NC(=O)[C@H]1CN(CC[C@@H]1NC(=O)C1=NOC(=C1)C1=C(C=C(C=C1)F)F)[C@@H]1[C@@H](CCCC1)O (3S,4S)-4-{[5-(2,4-difluoro-phenyl)-isoxazole-3-carbonyl]-amino}-1-((1S,2R)-2-hydroxy-cyclohexyl)-piperidine-3-carboxylic acid ((1S)-1-pyridin-2-yl-ethyl)-amide